C12(CC3CC(CC(C1)C3)C2)N(C(CCCCCC[NH-])C=2C=CC3=C(C(=CO3)C3C(NC(CC3)=O)=O)C2)C 7-((adamantan-1-yl)(methyl)amino)-N-(3-(2,6-dioxopiperidin-3-yl)benzofuran-5-yl)heptylamide